NC(CCCCCC)(P(O)(O)=O)P(O)(O)=O (1-amino-1,1-heptandiyl)bis(phosphonic acid)